5-chloro-N-((1r,4r)-4-((3-(2-(4-cyanophenyl)-2-oxoethyl)-2-oxo-2,3-dihydro-1H-benzo[d]imidazol-1-yl)methyl)cyclohexyl)-2-methylnicotinamide ClC=1C=NC(=C(C(=O)NC2CCC(CC2)CN2C(N(C3=C2C=CC=C3)CC(=O)C3=CC=C(C=C3)C#N)=O)C1)C